O[C@@H]1[C@H](N(CC1)C(=O)OC(C)(C)C)C1=NC(=NO1)C1=CC(=C(C=C1)OCCCCCCCCC)C(F)(F)F tert-butyl (2S,3S)-3-hydroxy-2-(3-(4-(nonyloxy)-3-(trifluoromethyl)phenyl)-1,2,4-oxadiazol-5-yl)pyrrolidine-1-carboxylate